C=CC=CC=CC=CC=CC=CC=CC=CC=CC=CCC docosadecene